CS(=O)(=O)NCCCOC1(CN(C1)C(=O)OCC1=CC=CC=C1)C12[Co]3[Co]2C13COC Benzyl 3-(3-methanesulfonamidopropoxy)-3-[4-(methoxymethyl)-1,2-dicobaltatricyclo[1.1.0.02,4]butane-3-yl]azetidine-1-carboxylate